C(CCC)N1N=C(C(=C1C(C)C)O)CC(C)C Butyl-3-isobutyl-4-hydroxy-5-isopropyl-pyrazol